(4-Iodophenyl)methyl pivalate C(C(C)(C)C)(=O)OCC1=CC=C(C=C1)I